C1(CC1)C=1C=C(C(N(C1)C)=O)NC=1N(C=2C(=NC=C(C2C(F)F)OC2=CC(=NC=C2)NC(=O)C2CC2)N1)C N-(4-((2-((5-cyclopropyl-1-methyl-2-oxo-1,2-dihydropyridin-3-yl)amino)-7-(difluoromethyl)-1-methyl-1H-imidazo[4,5-b]pyridin-6-yl)oxy)pyridin-2-yl)cyclopropanecarboxamide